N-[(4-hydroxy-1-methyl-7-phenoxy-3-isoquinolinyl)carbonyl]Glycine OC1=C(N=C(C2=CC(=CC=C12)OC1=CC=CC=C1)C)C(=O)NCC(=O)O